(S)-N-(4-amino-6-methyl-5-(quinolin-3-yl)-8,9-dihydropyrimido[5,4-b]indol-8-yl)-propiylamine NC1=NC=NC2=C1N(C=1C(=C[C@H](CC21)NC(CC)=O)C)C=2C=NC1=CC=CC=C1C2